ClC1=C(C=CC(=C1)C)C=1C=C(C2=C(NC(=N2)CN2CCOCC2)C1)C(=O)O 6-(2-chloro-4-methylphenyl)-2-(morpholin-4-ylmethyl)-1H-benzimidazole-4-carboxylic acid